manganese (II) phenoxide [O-]C1=CC=CC=C1.[Mn+2].[O-]C1=CC=CC=C1